FC(C1=CC2=C(N=C(N=C2)NC2=C(C=C(C(=O)NC)C=C2)OC)N1CC1=CC(=CC=C1)S(=O)(=O)C)F 4-((6-(difluoromethyl)-7-(3-(methylsulfonyl)benzyl)-7H-pyrrolo[2,3-d]pyrimidin-2-yl)amino)-3-methoxy-N-methylbenzamide